NC1=C2C(=NC=N1)N(N=C2C#CC2=CC1=C(N(C=N1)C)C(=C2Cl)F)[C@@H]2CN(CC2)C(C=C)=O (S)-1-(3-(4-Amino-3-((6-chloro-7-fluoro-1-methyl-1H-benzo[d]imidazol-5-yl)ethynyl)-1H-pyrazolo[3,4-d]pyrimidin-1-yl)pyrrolidin-1-yl)prop-2-en-1-one